ClC=1C(=NC(=NC1)NC1=C(C=C(C=C1)C(=O)N1CCC2(COC2)CC1)OC)C=1C=NN(C1)C(C)C (4-((5-chloro-4-(1-isopropyl-1H-pyrazol-4-yl)pyrimidin-2-yl)amino)-3-methoxyphenyl)(2-oxa-7-azaspiro[3.5]nonan-7-yl)methanone